ClC1=C(C(=CC=C1)N=C=O)Cl 1,2-dichloro-3-isocyanatobenzene